(S or R)-5-(6-(2-hydroxy-6-methyl-4-(trifluoromethyl)phenyl)-3-((S or R)-1-hydroxyethyl)-2H-pyrazolo[3,4-b]pyrazin-2-yl)-1-isopropylpiperidin-2-one OC1=C(C(=CC(=C1)C(F)(F)F)C)C=1C=NC=2C(N1)=NN(C2[C@H](C)O)[C@H]2CCC(N(C2)C(C)C)=O |o1:21,24|